FC(CN1C(=NC2=NC=C(C=C21)C2=CNC=1N=C(N=CC12)NC1CC(C1)(C)NC(C)=O)C)F N-((1s,3s)-3-((5-(1-(2,2-difluoroethyl)-2-methyl-1H-imidazo[4,5-b]pyridin-6-yl)-7H-pyrrolo[2,3-d]pyrimidin-2-yl)amino)-1-methylcyclobutyl)acetamide